tantalum pentakis(dimethyl-amide) C[N-]C.C[N-]C.C[N-]C.C[N-]C.C[N-]C.[Ta+5]